1-methyl-4-{4-[4-(3-methyl-2-oxo-2,3-dihydro-1H-imidazol-1-yl)phenoxy]piperidin-1-yl}-2-oxo-1,2-dihydroquinoline-3-carbonitrile CN1C(C(=C(C2=CC=CC=C12)N1CCC(CC1)OC1=CC=C(C=C1)N1C(N(C=C1)C)=O)C#N)=O